C(=O)[C@@H]([C@H]([C@@H]([C@@H](C(C=O)(C=O)O)O)O)O)O Diformylglucose